5-(4-fluorophenyl)-1-isopropyl-4-oxo-pyridine-3-carboxylic acid FC1=CC=C(C=C1)C=1C(C(=CN(C1)C(C)C)C(=O)O)=O